ClC=1C=C(C=CC1)C(CNC(=O)NCC1CCCC1)(C)OC (2-(3-chlorophenyl)-2-methoxypropyl)-3-(cyclopentylmethyl)urea